4-chloro-N-(2-(phenylsulfonamido)phenyl)benzamide ClC1=CC=C(C(=O)NC2=C(C=CC=C2)NS(=O)(=O)C2=CC=CC=C2)C=C1